ClC1=CC=C(N=N1)N([C@@H]1CC[C@H]2CN(C[C@H]21)C(=O)C=2SC(=CC2)C(F)F)CC=2N=C1SC=CN1C2 |o1:8,11,15| rel-{(3aS,4R,6aR)-4-[(6-chloro-3-pyridazinyl)(imidazo[2,1-b][1,3]thiazol-6-ylmethyl)amino]hexahydrocyclopenta[c]pyrrol-2(1H)-yl}[5-(difluoromethyl)-2-thienyl]methanone